2-(2,6-dichlorophenyl)-4,6-diphenyl-1,3,5-triazine ClC1=C(C(=CC=C1)Cl)C1=NC(=NC(=N1)C1=CC=CC=C1)C1=CC=CC=C1